4-(1-benzyl-5-methyl-1H-pyrazol-4-yl)-3-fluoroaniline C(C1=CC=CC=C1)N1N=CC(=C1C)C1=C(C=C(N)C=C1)F